FC([C@H]1[C@@H](C1)C(=O)O)(F)F trans-2-(trifluoromethyl)cyclopropane-1-carboxylic acid